3-(5-(difluoromethyl)-4-fluoro-2'-hydroxy-6'-methyl-[1,1'-biphenyl]-3-yl)propanoate FC(C=1C(=C(C=C(C1)C1=C(C=CC=C1C)O)CCC(=O)[O-])F)F